1-((4-(2-hydroxypropan-2-yl)phenyl)sulfonyl)piperidine OC(C)(C)C1=CC=C(C=C1)S(=O)(=O)N1CCCCC1